F[C@@H]1CN(C[C@@H]1NC1=NN2C(C(=N1)OC)=C(C=C2)C=2C=C1N=CC=NC1=CC2)C(C)=O 1-((3R,4S)-3-fluoro-4-((4-methoxy-5-(quinoxalin-6-yl)pyrrolo[2,1-f][1,2,4]triazin-2-yl)amino)pyrrolidin-1-yl)ethan-1-one